2,2,2-trifluoro-1-(9-fluoro-4,5-dihydro-1H,3H-[1,4]oxazepino[4,3-a]indol-11-yl)ethan-1-one cis-methyl-4-fluoro-3-((1-(methylsulfonyl)-5-phenylpiperidin-3-yl)oxy)benzoate COC(C1=CC(=C(C=C1)F)O[C@@H]1CN(C[C@@H](C1)C1=CC=CC=C1)S(=O)(=O)C)=O.FC(C(=O)C1=C2N(C=3C=CC(=CC13)F)CCCOC2)(F)F